2-acetoxy-2-(3-ethyl-5-fluorophenyl)acetic acid C(C)(=O)OC(C(=O)O)C1=CC(=CC(=C1)F)CC